2-(4-chlorophenyl)-4-(3-furylmethyl)-thieno[2,3-d]pyridazine-7-carboxamide ClC1=CC=C(C=C1)C1=CC=2C(=C(N=NC2CC2=COC=C2)C(=O)N)S1